FC(CNS(=O)(=O)C1=CC=C(C=C1)NC1=NC=C(C(=N1)N1CCOC2(CC2)C1)F)F N-(2,2-difluoroethyl)-4-((5-fluoro-4-(4-oxa-7-azaspiro[2.5]octan-7-yl)pyrimidin-2-yl)amino)benzenesulfonamide